(R)-N-(1''-(5-(cyclopentyl(hydroxy)methyl)furan-2-carbonyl)dispiro[cyclopropane-1,1'-cyclohexane-4',3''-indolin]-5''-yl)-2-hydroxyethane-1-sulfonamide C1(CCCC1)[C@H](C1=CC=C(O1)C(=O)N1CC2(C3=CC(=CC=C13)NS(=O)(=O)CCO)CCC1(CC2)CC1)O